monomethyl-tin C[Sn]